COC1CCC(CC1)CN[C@@H]1[C@@H](CCCC1)OC=1C=C2CN(C(C2=CC1)=O)C1C(NC(CC1)=O)=O 3-(5-(((1R,2S)-2-((((1s,4R)-4-methoxycyclohexyl)methyl)amino)cyclohexyl)oxy)-1-oxoisoindolin-2-yl)piperidine-2,6-dione